(6-cyclopropylimidazo[1,2-a]pyrimidin-2-yl)[(3R,3'R)-3'-hydroxy-1,4-dihydro-1'H,2H-spiro[isoquinoline-3,4'-piperidin]-1'-yl]methanone C1(CC1)C=1C=NC=2N(C1)C=C(N2)C(=O)N2C[C@H]([C@@]1(CC2)NCC2=CC=CC=C2C1)O